2-(4-(4-(5-Cyanopyrimidin-2-yl)piperazin-1-yl)-4-oxobutyl)-2H-indazole-7-carboxamide C(#N)C=1C=NC(=NC1)N1CCN(CC1)C(CCCN1N=C2C(=CC=CC2=C1)C(=O)N)=O